10-hydroxy-9-methoxy-1-methyl-2-(tetrahydro-pyran-2-ylmethoxy)-6,7-dihydro-pyrido[2,1-a]isoquinolin-4-one OC1=C(C=C2CCN3C(C2=C1)=C(C(=CC3=O)OCC3OCCCC3)C)OC